C(C(C)C)(=O)OC1=CC=C(C=C1)CC(C(COC)=O)N=CC1=CC(=CC=C1)Cl 4-(2-(3-chlorobenzylideneamino)-4-meth-oxy-3-oxobutyl)phenyl isobutyrate